[N+](=O)([O-])C=1C=C(C=CC1)P(C1=CC(=CC=C1)[N+](=O)[O-])(C1=CC(=CC=C1)[N+](=O)[O-])=O tri(3-nitrophenyl)phosphine oxide